C(O)CN.ON1C(C=C(C=C1CC(CC(C)(C)C)C)C)=O 1-hydroxy-4-methyl-6-(2,4,4-trimethylpentyl)-2(1H)pyridinone monoethanolamine salt